(2S,4R)-1-(tert-Butoxycarbonyl)-4-(difluoromethyl)pyrrolidine-2-carboxylic acid C(C)(C)(C)OC(=O)N1[C@@H](C[C@H](C1)C(F)F)C(=O)O